(S)-N-((15-chloro-7-ethyl-7-hydroxy-8,11-dioxo-7,8,11,13-tetrahydro-10H-[1,3]dioxolo[4,5-g]pyrano[3',4':6,7]indolizino[1,2-b]quinolin-14-yl)methyl)-2-hydroxyacetamide ClC=1C=2C(=C3C(=NC2C=C2C1OCO2)C2=CC1=C(C(N2C3)=O)COC([C@]1(O)CC)=O)CNC(CO)=O